4-[2-(2,6-dioxo-3-piperidinyl)-7-methoxy-1-oxo-isoindolin-5-yl]piperazine-1-carboxylic acid tert-butyl ester C(C)(C)(C)OC(=O)N1CCN(CC1)C=1C=C2CN(C(C2=C(C1)OC)=O)C1C(NC(CC1)=O)=O